C(C)(C)NC1=C(C=NC2=C1NC=1C=C(C=CC21)C#N)C2=CC(=NO2)C2CCOCC2 4-(isopropylamino)-3-(3-(tetrahydro-2H-pyran-4-yl)isoxazol-5-yl)-5H-pyrido[3,2-b]indole-7-carbonitrile